N-(tert-butoxycarbonyl)-1,2-diaminoethane CC(C)(C)OC(=O)NCCN